(2S,3S,4R,5R)-5-(6-(benzylamino)-2-(4-chlorophenyl)-9H-purin-9-yl)-3,4-dihydroxy-N-methyl-tetrahydrofuran-2-carboxamide C(C1=CC=CC=C1)NC1=C2N=CN(C2=NC(=N1)C1=CC=C(C=C1)Cl)[C@H]1[C@@H]([C@@H]([C@H](O1)C(=O)NC)O)O